C1(=CC=C(C=C1)CC(=O)[O-])CC(=O)[O-] 1,4-phenylenediacetate